FC1=CC(=C(N(CC=2C=CC=C3C=CC=NC23)C)C=C1[N+](=O)[O-])OC 4-fluoro-2-methoxy-N-methyl-5-nitro-N-(quinolin-8-ylmethyl)aniline